C(CCCC=CCCCCCCCC)CC(=O)[O-] 5-tetradecenylacetate